3,6-dibromo-o-benzoquinone BrC=1C(C(C(=CC1)Br)=O)=O